FC1C(C1)N1C(C(=CC=C1)NC(=O)C=1C(=CC=2N(C1)C=C(N2)[C@]21CO[C@@](C2)(C1)C)OC(C)C)=O trans-N-(1-(2-fluorocyclopropyl)-2-oxo-1,2-dihydropyridin-3-yl)-7-isopropoxy-2-(1-methyl-2-oxabicyclo[2.1.1]hex-4-yl)imidazo[1,2-a]pyridine-6-carboxamide